COC(=O)C1(C(C2=CC=C(C=C2C1)Br)=O)O 5-bromo-2,3-dihydro-2-hydroxy-1-oxo-1H-indene-2-carboxylic acid methyl ester